Cl.C1(CC1)[C@@H](C(F)(F)F)N (1S)-cyclopropyl-2,2,2-trifluoroethanamine hydrochloride